C(C)C1(OC2=CC=C(C(=C2C=C1)OC)C(=O)O)CC 2,2-diethyl-5-methoxy-2H-chromene-6-carboxylic acid